OCCNCC=1C(=C(C2=C(N=C(O2)C=2C(=C(C=CC2)C2=CC=CC=C2)C)C1)C)OCCCC#N 4-{[5-{[(2-hydroxyethyl)amino]methyl}-7-methyl-2-(2-methylbiphenyl-3-yl)-1,3-benzoxazol-6-yl]oxy}butanenitrile